COC1=C(C=CC=C1)C=O (2-methoxy-phenyl)-methanone